CN1C=NC2=C1C=CC(=C2)C=2C(=C1C(=CN2)N(C=C1)CC1CCN(CC1)C)C1=CC=C(C#N)C=C1 4-(5-(1-Methyl-1H-benzo[d]imidazol-5-yl)-1-((1-methylpiperidin-4-yl)methyl)-1H-pyrrolo[2,3-c]pyridin-4-yl)benzonitril